6-(1-(t-butoxycarbonyl)azetidin-3-yl)-2,4-dimethylnicotinic acid ethyl ester C(C)OC(C1=C(N=C(C=C1C)C1CN(C1)C(=O)OC(C)(C)C)C)=O